(R,2R)-N'-(((S)-2,8-difluoro-1,2,3,5,6,7-hexahydro-s-indacen-4-yl)carbamoyl)-2-methyl-2,3-dihydropyrazolo[5,1-b]oxazole-7-sulfonimidamide F[C@@H]1CC2=C(C=3CCCC3C(=C2C1)NC(=O)N=[S@](=O)(N)C=1C=NN2C1O[C@@H](C2)C)F